[Te].[V] Vanadium-tellurium